1-((2S,5R)-5-((3-((R)-2,2-difluorocyclopropyl)-1H-pyrrolo[2,3-b]pyridin-4-yl)amino)-2-methylpiperidin-1-yl)prop-2-en-1-one FC1([C@H](C1)C1=CNC2=NC=CC(=C21)N[C@@H]2CC[C@@H](N(C2)C(C=C)=O)C)F